NC1=CC=C(C(=C1C(=O)N(C)C)F)C=1C(=C2C(=NC1)NC[C@]21C[C@H](CC1)CC(=O)N)Cl 6-Amino-3-((1R,3S)-3-(2-amino-2-oxoethyl)-4'-chloro-1',2'-dihydrospiro[cyclopentane-1,3'-pyrrolo[2,3-b]pyridin]-5'-yl)-2-fluoro-N,N-dimethylbenzamide